methyl 3-((4-(4-chloro-7,7-dimethyl-5-oxo-5,7-dihydroindolo[1,2-a]quinazolin-9-yl)piperidin-1-yl)methyl)bicyclo[1.1.1]pentane-1-carboxylate ClC=1C=2C(N=C3N(C2C=CC1)C1=CC=C(C=C1C3(C)C)C3CCN(CC3)CC31CC(C3)(C1)C(=O)OC)=O